methyl-2-(methylamino)-5-oxo-5H-thieno[3,2-b]pyran-6-carboxylate COC(=O)C1=CC2=C(OC1=O)C=C(S2)NC